NC1=NC(=CC(=C1)C[C@@H]1[C@H](N(C1=O)C(=O)N[C@H](CC)C1=CC=CC=C1)C(=O)N(C)C=1N=CN(C1)C)C (2S,3R)-3-((2-amino-6-methylpyridin-4-yl)methyl)-N2-(1-methyl-1H-imidazol-4-yl)-N1-((R)-1-phenylpropyl)-N2-methyl-4-oxoazetidine-1,2-dicarboxamide